acrylic acid 3-phenoxybenzyl ester O(C1=CC=CC=C1)C=1C=C(COC(C=C)=O)C=CC1